OC(C)C1=CC=C(C=C1)NC1=NC=C(C(=N1)NCC=1C=C(C=CC1)N(S(=O)(=O)C)C)C(F)(F)F N-[3-({[2-{[4-(1-hydroxyethyl)phenyl]amino}-5-(trifluoromethyl)pyrimidin-4-yl]amino}methyl)phenyl]-N-methylmethanesulfonamide